3-Methyl-5-(3-phenylpropylamino)-1H-indole-2-carboxylic acid CC1=C(NC2=CC=C(C=C12)NCCCC1=CC=CC=C1)C(=O)O